3-(prop-2-yloxy)propionic acid CC(C)OCCC(=O)O